3,6-difluoro-5-methyl-pyridin-2-amine FC=1C(=NC(=C(C1)C)F)N